6-(cyclobutoxy)-2-methyl-pyridin-3-ol C1(CCC1)OC1=CC=C(C(=N1)C)O